CC=1N=C2N(C=C(N=C2C)NC(=O)C2=NC=C(N=C2)N2CC3(CC3)[C@H](C2)NC)C1 (R)-N-(2,8-dimethylimidazo[1,2-a]pyrazin-6-yl)-5-(7-(methylamino)-5-azaspiro[2.4]heptan-5-yl)pyrazine-2-carboxamide